N-[2-[4-(4,4,5,5-tetramethyl-1,3,2-dioxaborolan-2-yl)phenyl]Prop-2-yl]Prop-2-enamide CC1(OB(OC1(C)C)C1=CC=C(C=C1)C(C)(C)NC(C=C)=O)C